C1(=CC=CC=C1)NC(CCC1=CC=C(C=C1)C(F)(F)F)=O N-phenyl-3-[4-(trifluoromethyl)phenyl]propanamid